METHOXYPYRAZINE COC1=NC=CN=C1